1-Hydroxy-pyrrolidine-2,5-dione ON1C(CCC1=O)=O